N1-benzyl-N2-(1-methyl-2-oxo-2,3,4,5-tetrahydro-1H-benzo[b]azepin-3-yl)oxalamide C(C1=CC=CC=C1)NC(C(=O)NC1CCC2=C(N(C1=O)C)C=CC=C2)=O